2-[3-{4-[(Dimethylamino)methyl]-4-hydroxypiperidin-1-carbonyl}-5,6-dihydrocyclopenta[c]pyrazol-1(4H)-yl]-1-[4-(2,3-dimethylphenyl)piperazin-1-yl]ethan-1-on CN(C)CC1(CCN(CC1)C(=O)C=1C2=C(N(N1)CC(=O)N1CCN(CC1)C1=C(C(=CC=C1)C)C)CCC2)O